C1(CCCCCCC1)C(NC(=O)C=1C(=NOC1)C)C1=NC2=C(N1)C=CC(=C2)CN2CCN(CC2)S(=O)(=O)C N-[cyclooctyl-(5-{[4-(methylsulfonyl)piperazin-1-yl]methyl}-1H-benzimidazol-2-yl)-methyl]-3-methylisoxazole-4-carboxamide